methyl (1R,4r)-4-((R)-1-((4-chloro-6-cyclohexyl-5,6,7,8-tetrahydropyrido[4,3-d]pyrimidin-2-yl)(methyl)amino)propyl)cyclohexane-1-carboxylate ClC=1C2=C(N=C(N1)N([C@H](CC)C1CCC(CC1)C(=O)OC)C)CCN(C2)C2CCCCC2